N-(4-(2-Amino-1-((3,5-dicyano-6-(dimethylamino)-4-ethylpyridin-2-yl)thio)-2-oxoethyl)phenyl)acrylamide NC(C(SC1=NC(=C(C(=C1C#N)CC)C#N)N(C)C)C1=CC=C(C=C1)NC(C=C)=O)=O